4-(1-(2-Chloro-4-((3-methylazetidin-1-yl)methyl)phenyl)-1H-imidazol-4-yl)-N-((3R,4S)-3-fluoro-1-(methylsulfonyl)-piperidin-4-yl)-5-(trifluoromethyl)-pyrimidin-2-amine ClC1=C(C=CC(=C1)CN1CC(C1)C)N1C=NC(=C1)C1=NC(=NC=C1C(F)(F)F)N[C@@H]1[C@@H](CN(CC1)S(=O)(=O)C)F